N1(CCNCC1)C1=CC=C(C=C1)C1C(NC(CC1)=O)=O 3-(4-Piperazin-1-ylphenyl)piperidine-2,6-dione